4-((3-fluoro-6-((5-methyl-1H-pyrazol-3-yl)amino)pyridin-2-yl)methyl)-1-(2-fluorobenzyl)piperidine-4-carboxylic acid FC=1C(=NC(=CC1)NC1=NNC(=C1)C)CC1(CCN(CC1)CC1=C(C=CC=C1)F)C(=O)O